ClC=1C(=C(C(=C(C=O)C1)O)CCCC)C(C)(C)C 5-chloro-4-tert-butyl-3-butyl-2-hydroxybenzaldehyde